1-{[(2S,3S,4S)-4-fluoro-3-methyl-5-oxopyrrolidin-2-yl]methoxy}-7-methoxyisoquinoline-6-carboxamide F[C@H]1[C@H]([C@H](NC1=O)COC1=NC=CC2=CC(=C(C=C12)OC)C(=O)N)C